C(C)(C)[Si](C(C)C)(C(C)C)C#CC1=C2C=C3C=CC(=CC3=CC2=C(C2=CC=CC=C12)C#C[Si](C(C)C)(C(C)C)C(C)C)C(=O)O 6,11-bis((triisopropylsilyl)ethynyl)-naphthacene-2-carboxylic acid